C(C)OC=1C(=NC(=CC1)C)C(=O)N1C2CC(C(C1CNC(OC(C)(C)C)=O)C)C2 tert-butyl N-{[2-(3-ethoxy-6-methylpyridine-2-carbonyl)-4-methyl-2-azabicyclo[3.1.1]heptan-3-yl]methyl}carbamate